[1-[5-[(1R)-1-[(2S,4R)-4-hydroxy-2-[[(1S)-1-[4-(4-methylthiazol-5-yl)phenyl]ethyl]carbamoyl]pyrrolidine-1-carbonyl]-2-methyl-propyl]isoxazol-3-yl]-4-piperidyl]piperidine-1-carboxylate O[C@@H]1C[C@H](N(C1)C(=O)[C@H](C(C)C)C1=CC(=NO1)N1CCC(CC1)OC(=O)N1CCCCC1)C(N[C@@H](C)C1=CC=C(C=C1)C1=C(N=CS1)C)=O